Cl.NCCN(C(=O)NC=1C=C2C=CN=CC2=CC1)C(C)C1=CC=C(C=C1)F 1-(2-aminoethyl)-1-(1-(4-fluorophenyl)ethyl)-3-(isoquinolin-6-yl)urea hydrochloride